Cl.NC1=NC=C(C=C1C#N)C1=NN2C(=C1)[C@@]1(CNCC1)OCC2 |r| (rac)-2-amino-5-[6,7-dihydrospiro[pyrazolo[5,1-c][1,4]oxazine-4,3'-pyrrolidin]-2-yl]pyridine-3-carbonitrile hydrochloride